1-(2-hydroxyphenyl)-1-(4-hydroxyphenyl)tridecane OC1=C(C=CC=C1)C(CCCCCCCCCCCC)C1=CC=C(C=C1)O